C(C)N(C(=O)C=1NC2=CC=CC=C2C1)CC N,N-diethyl-1H-indole-2-carboxamide